2-[(2S)-1-[(2,3-difluorophenyl)methyl]-5-oxopyrrolidin-2-yl]-N-(1-methyl-1H-1,2,4-triazol-5-yl)acetamide FC1=C(C=CC=C1F)CN1[C@@H](CCC1=O)CC(=O)NC1=NC=NN1C